6-Bromo-N-(1-methylpiperidin-4-yl)-2-{4-[4-(methylsulfonyl)piperazin-1-yl]phenyl}-3H-imidazo[4,5-b]pyridin-7-amine BrC=1C(=C2C(=NC1)NC(=N2)C2=CC=C(C=C2)N2CCN(CC2)S(=O)(=O)C)NC2CCN(CC2)C